IC1=C(C=NC=C1)/N=C/OC methyl (E)-N-(4-iodopyridin-3-yl)formimidate